C(C1=CC=CC=C1)COCCCC(C(=O)O)C 5-Benzylmethoxy-2-methyl-pentanoic acid